ClC1=C(C=CC2=C1C(=NCC=1N2C=CC(N1)=O)C1=C(C=CC=C1)F)Cl 8,9-dichloro-7-(2-fluorophenyl)-5H-pyrimido[1,2-a][1,4]benzodiazepine-3-One